OC(C(=O)NC(C(=O)O)CCN(CCCCC1=NC=2NCCCC2C=C1)CCOC)C1=CC=CC=C1 2-[[2-hydroxy-2-phenyl-acetyl]amino]-4-[2-methoxyethyl-[4-(5,6,7,8-tetrahydro-1,8-naphthyridin-2-yl)butyl]amino]butanoic acid